CN[C@H]1[C@@H](C1)CCC1=NC=2NCCCC2C=C1 N-methyl-trans-2-(2-(5,6,7,8-tetrahydro-1,8-naphthyridin-2-yl)ethyl)cyclopropan-1-amine